FC(OC1=CC=C(COC(C2=C(C=C(C(=C2)C)N=CN(C)CC)C)=O)C=C1)F.C(C)(=O)C=1C=C2CC(N(C2=CC1)C1=C(C(=CC(=C1F)F)F)F)=O 5-Acetyl-1-(2,3,5,6-tetrafluorophenyl)indolin-2-one 4-(difluoromethoxy)benzyl-4-(((ethyl(methyl)amino)methylene)amino)-2,5-dimethylbenzoate